(S)-5-(4,4-difluorocyclohexyl)-1-(1-phenylvinyl)pyrrolidin-2-one FC1(CCC(CC1)[C@@H]1CCC(N1C(=C)C1=CC=CC=C1)=O)F